Cl.C1(CCCCC1)CN1CCC2(CC(C2)N(C(=O)C2=CSC=C2)C2=CC=CC=C2)CC1 N-(7-(cyclohexylmethyl)-7-azaspiro[3.5]nonan-2-yl)-N-phenylthiophene-3-carboxamide hydrochloride